((1R,3S,4S)-2-benzyl-2-azabicyclo[2.2.1]hept-3-yl)methanol C(C1=CC=CC=C1)N1[C@@H]2CC[C@H]([C@H]1CO)C2